N-methyl-N-(tetrahydro-2H-pyran-4-yl)benzamide CN(C(C1=CC=CC=C1)=O)C1CCOCC1